4-Methyl-N-[4-(1-methyl-piperidin-3-yl)-phenyl]-3-{4-[5-(1-methyl-1H-pyrazol-3-yl)-pyridin-3-yl]-pyrimidin-2-ylamino}-benzamide CC1=C(C=C(C(=O)NC2=CC=C(C=C2)C2CN(CCC2)C)C=C1)NC1=NC=CC(=N1)C=1C=NC=C(C1)C1=NN(C=C1)C